2-(1,1-difluoroethyl)-5-fluoro-6-methylpyrimidin-4-ol FC(C)(F)C1=NC(=C(C(=N1)O)F)C